FC1=C(C#N)C=C(C=C1)[C@@H]1CC[C@H]2OC3(C(N21)=O)CCN(CC3)C3=CC=NC=2N3N=CC2F 2-fluoro-5-[(5'S,7a'R)-1-(3-fluoropyrazolo[1,5-a]pyrimidin-7-yl)-3'-oxotetrahydro-3'H-spiro[piperidine-4,2'-pyrrolo[2,1-b][1,3]oxazol]-5'-yl]benzonitrile